[(3R,9aS)-3-(2,4-dichlorophenyl)-3-hydroxy-1,4,6,7,9,9a-hexahydropyrazino[2,1-c][1,4]oxazin-8-yl]-(2-chloro-3-methoxyphenyl)methanone ClC1=C(C=CC(=C1)Cl)[C@@]1(CN2[C@H](CO1)CN(CC2)C(=O)C2=C(C(=CC=C2)OC)Cl)O